O[C@@H](CC)C1=CC(=C(C=N1)C1=NC=C2C=C(N=CC2=C1)NC(=O)C1CC1)C (S)-N-(7-(6-(1-hydroxypropyl)-4-methylpyridin-3-yl)-2,6-naphthyridin-3-yl)cyclopropanecarboxamide